C1CCC12CN(CC2)CC=2N(C1=CC(=CC=C1C2)CN2C(C1=CN=CC(=C1C=C2)N2CC1(COC1)C2)=O)C(=O)OC(C)(C)C Tert-Butyl 2-(6-azaspiro[3.4]octan-6-ylmethyl)-6-[[5-(2-oxa-6-azaspiro[3.3]heptan-6-yl)-1-oxo-2,7-naphthyridin-2-yl]methyl]indole-1-carboxylate